COCC=1C=C(OCC(=O)O)C=C(C1[N+](=O)[O-])COC 2-(3,5-bis(methoxymethyl)-4-nitrophenoxy)acetic acid